ClC=1C(=C(OC=2C=NC=C(C2C2=CC=C(C=C2)N2CCN(CC2)C(=O)OC(C)(C)C)CC)C=CC1)C(=O)OC tert-butyl 4-(4-(3-(3-chloro-2-(methoxycarbonyl)phenoxy)-5-ethylpyridin-4-yl)phenyl)piperazine-1-carboxylate